(S)-2-((4-(5-((3,3-difluorocyclobutyl)methyl)-3-fluoro-2-(1H-tetrazol-5-yl)phenyl)-2-methylpiperazin-1-yl)methyl)-5-methyl-1,3,4-thiadiazole FC1(CC(C1)CC=1C=C(C(=C(C1)N1C[C@@H](N(CC1)CC=1SC(=NN1)C)C)C1=NN=NN1)F)F